C(C)(C)(C)OC(NC[C@H]1CNCC1)=O (R)-pyrrolidin-3-ylmethyl-carbamic acid tert-butyl ester